P(O)(O)OC(C(C1=CC=CC=C1)(C1=CC=CC=C1)C1=CC=CC=C1)(COC(C)COP(O)O)C1=CC=CC=C1 tetraphenyldipropylene glycol bisphosphite